5-(3,3-dimethyl-1-triazenyl)-1H-imidazole-4-carboxamide CN(N=NC1=C(N=CN1)C(=O)N)C